N-(4-(1H-pyrazol-4-yl)phenyl)-2-(2-(ethylsulfonyl)isoindolin-5-yl)pyrimidin-4-amine N1N=CC(=C1)C1=CC=C(C=C1)NC1=NC(=NC=C1)C=1C=C2CN(CC2=CC1)S(=O)(=O)CC